5-[5-amino-7-(4-fluorophenyl)-2-[(1,3-thiazol-4-yl)methyl]-[1,2,4]triazolo[1,5-c]pyrimidin-8-yl]-1-methyl-1,2-dihydropyridin-2-one NC1=NC(=C(C=2N1N=C(N2)CC=2N=CSC2)C=2C=CC(N(C2)C)=O)C2=CC=C(C=C2)F